1,3-dipropylpyridinium fluoride salt [F-].C(CC)[N+]1=CC(=CC=C1)CCC